1-methyl-1-(2-(pyrazolo[1,5-a]pyrazine-3-carbonyl)-2-azaspiro[3.3]heptan-6-yl)-3-(5-(trifluoromethoxy)pyridin-3-yl)urea CN(C(=O)NC=1C=NC=C(C1)OC(F)(F)F)C1CC2(CN(C2)C(=O)C=2C=NN3C2C=NC=C3)C1